ClC=1N=C(NC1)N1C(N([C@@H](C1)C#N)C1=CN=CC2=CC=CC=C12)=O (S)-1-(4-chloro-1H-imidazol-2-yl)-3-(isoquinolin-4-yl)-2-oxoimidazolidine-4-carbonitrile